ClC=1C=C(C=C(C1)NS(=O)(=O)C)NC(=O)C=1SC(=C(C1)C1=NC=CC=C1C=1C=NC=C(C1)F)C N-(3-chloro-5-(methylsulfonamido)phenyl)-4-(5'-fluoro-[3,3'-bipyridin]-2-yl)-5-methylthiophene-2-carboxamide